2-[[4-[1-Methyl-4-(4-pyridyl)pyrazol-3-yl]phenoxy]methyl]-N-(1-oxothiolan-1-ylidene)quinoline-3-carboxamide CN1N=C(C(=C1)C1=CC=NC=C1)C1=CC=C(OCC2=NC3=CC=CC=C3C=C2C(=O)N=S2(CCCC2)=O)C=C1